N-(1-naphthalenesulfonyl)-tryptophan C1(=CC=CC2=CC=CC=C12)S(=O)(=O)N[C@@H](CC1=CNC2=CC=CC=C12)C(=O)O